4-amino-5-fluoro-3-[6-(4-methylpiperazin-1-yl)-1H-benzimidazol-2-yl]quinolin-2(1H)-one mono2-hydroxypropanoate hydrate O.OC(C(=O)O)C.NC1=C(C(NC2=CC=CC(=C12)F)=O)C1=NC2=C(N1)C=C(C=C2)N2CCN(CC2)C